C(N)(=O)C=1C=CC(=C2C=CNC12)N(C1(CN(C1)C(=O)OC(C)(C)C)C)C tert-Butyl 3-((7-carbamoyl-1H-indol-4-yl)(methyl)amino)-3-methylazetidine-1-carboxylate